P(OC(C)C1=CC=CC=C1)(OC(C)C1=CC=CC=C1)N bis-(1-phenylethyl) phosphoramidite